1-(6-Chloro-2,3-difluorophenyl)ethan-1-one ClC1=CC=C(C(=C1C(C)=O)F)F